NC1=C(SC2=NC=CC(=C21)NC2=CC=C(C=C2)OC(C)C)C(=O)O 3-amino-4-((4-isopropoxyphenyl)amino)thieno[2,3-b]Pyridine-2-carboxylic acid